Cl.N1=NC=C(C=C1)C1=C2CCNC2=CC=C1 4-(pyridazin-4-yl)-2,3-dihydro-1H-indole hydrochloride